2-(3-((2S,3S,4R,5R,6R)-3,4,5-triacetoxy-6-(acetoxymethyl)tetrahydro-2H-pyran-2-yl)phenoxy)acetic acid C(C)(=O)O[C@H]1[C@@H](O[C@@H]([C@H]([C@@H]1OC(C)=O)OC(C)=O)COC(C)=O)C=1C=C(OCC(=O)O)C=CC1